3-methyl-1H-indazol-4-amine CC1=NNC=2C=CC=C(C12)N